FC1=CC(=C(C=C1C=1C=NN(C1)C)NC=1N=C(C2=C(N1)NC=C2)NC=2C(=C1N=CC=NC1=CC2)P(C)(C)=O)OCC(F)(F)F (6-((2-((4-fluoro-5-(1-methyl-1H-pyrazol-4-yl)-2-(2,2,2-trifluoroethoxy)phenyl)amino)-7H-pyrrolo[2,3-d]pyrimidin-4-yl)amino)quinoxalin-5-yl)dimethylphosphine oxide